2-(3-methylisoxazol-5-yl)-N-(5-((1S,3R)-3-(5-oxo-4,6-diazaspiro[2.4]heptan-6-yl)cyclopentyl)-1H-pyrazol-3-yl)acetamide CC1=NOC(=C1)CC(=O)NC1=NNC(=C1)[C@@H]1C[C@@H](CC1)N1C(NC2(CC2)C1)=O